FC(C=1C=C(C=CC1)N1CCCCC1)(F)F 1-(3-(trifluoromethyl)phenyl)piperidin